ClC1=C(C=NN1)C1=CC=C2C(=CN(C2=C1)CCN(C)C)C(=O)[C@@H]1COC2=CC=C(C=C2C1)Cl (S)-(6-(5-Chloro-1H-pyrazol-4-yl)-1-(2-(dimethylamino)ethyl)-1H-indol-3-yl)(6-chlorochroman-3-yl)methanone